trans-1-benzyl-4-methylpyrrolidine-3-carboximidamide C(C1=CC=CC=C1)N1C[C@H]([C@@H](C1)C)C(N)=N